C[C@H]1N(CCN(C1=O)C)CCOC1=CC=C(C=C1)C1CCN(CC1)C(=O)OC(C)(C)C (R)-tert-butyl 4-{4-[2-(2,4-dimethyl-3-oxopiperazin-1-yl)ethoxy]phenyl}piperidine-1-carboxylate